7-bromo-5-fluoro-1,2-dihydroquinazoline BrC1=CC(=C2C=NCNC2=C1)F